C(C)N(C(\C=C/C(=O)O)=O)CC maleic acid-N,N-diethylamide